OC1=NC(=NC=2CC(CCC12)C1=CC=CC2=C1N=C(S2)NC(OC(C)(C)C)=O)SC tert-butyl (4-(4-hydroxy-2-(methylthio)-5,6,7,8-tetrahydroquinazolin-7-yl)benzo[d]thiazol-2-yl)carbamate